8-(6-methoxypyridin-3-yl)-3-methyl-1-(4-(piperazin-1-yl)-3-(trifluoromethyl)phenyl)-1H-imidazo[4,5-c]quinolin-2(3H)-one maleate C(\C=C/C(=O)O)(=O)O.COC1=CC=C(C=N1)C1=CC=2C3=C(C=NC2C=C1)N(C(N3C3=CC(=C(C=C3)N3CCNCC3)C(F)(F)F)=O)C